OC1CN(CC1)C1=CC=CC(=N1)S(=O)(=O)C1(CC1)C(=O)N (6-(3-hydroxypyrrolidin-1-yl)pyridin-2-sulfonyl)cyclopropanecarboxamide